NC1=CC=C(C=N1)OCC(C)(O)C 1-((6-aminopyridin-3-yl)oxy)-2-methylpropan-2-ol